(3R,6S)-5-(4-chloro-5-methylpyridin-2-yl)-7-(difluoromethoxy)-2-(methyl-d3)-4-nitro-3,6-dihydro-3,6-methanobenzo[c]azocin-1(2H)-one ClC1=CC(=NC=C1C)C=1[C@H]2C3=C(C(N([C@@H](C1[N+](=O)[O-])C2)C([2H])([2H])[2H])=O)C=CC=C3OC(F)F